O=C1NC(CCC1N1C(C2=CC=C(C=C2C1=O)CN1CCN(CC1)C=1C2=C(N=CN1)SC=C2C)=O)=O 2-(2,6-dioxopiperidin-3-yl)-5-((4-(5-methylthieno[2,3-d]pyrimidin-4-yl)piperazin-1-yl)methyl)isoindoline-1,3-dione